(R)-7-fluoro-1,2,3,4-tetrahydronaphthalen-1-ol FC1=CC=C2CCC[C@H](C2=C1)O